FC1(CC(C1)C(=O)NC=1SC2=C(C1C(=O)OCC)C[C@H](CC2)NC(NC=2N(N=C(C2)C(F)F)C)=S)F ethyl (5S)-2-[(3,3-difluorocyclobutanecarbonyl)amino]-5-[[5-(difluoromethyl)-2-methyl-pyrazol-3-yl]carbamothioylamino]-4,5,6,7-tetrahydrobenzothiophene-3-carboxylate